C(#N)C1=CC(=C(O[C@@H]2[C@@](CN(C2)S(=O)(=O)C=2C=CC(=NC2)C#N)(CO)O)C=C1F)OCC(F)(F)F 5-(((3R,4S)-4-(4-cyano-5-fluoro-2-(2,2,2-trifluoroethoxy)phenoxy)-3-hydroxy-3-(hydroxymethyl)pyrrolidin-1-yl)sulfonyl)picolinonitrile